bis[4-diethoxymethylsilylbutyl]amine C(C)OC(OCC)[SiH2]CCCCNCCCC[SiH2]C(OCC)OCC